(S)-3-(2-fluoro-3-((N-methylsulfamoyl)amino)benzyl)-4-methyl-2-oxo-3,4-dihydro-2H-benzo[e][1,3]oxazin-7-yl dimethylcarbamate CN(C(OC1=CC2=C([C@@H](N(C(O2)=O)CC2=C(C(=CC=C2)NS(NC)(=O)=O)F)C)C=C1)=O)C